CNC(=O)C1=CSC=2C1=NC(=CC2C(F)(F)F)N2CC1(CN(C1)C(=O)OC(C)C1CC1)C2 1-cyclopropylethyl 6-(3-(methylcarbamoyl)-7-(trifluoromethyl) thieno[3,2-b]pyridin-5-yl)-2,6-diazaspiro[3.3]heptane-2-carboxylate